2-(5-(9-phenyl-6,7,8,9-tetrahydro-6,8-methanoimidazo[1,2-a:5,4-b']dipyridin-2-yl)pyrimidin-2-yl)propan-2-ol C1(=CC=CC=C1)C1C2CC(C=3N1C1=NC(=CC=C1N3)C=3C=NC(=NC3)C(C)(C)O)C2